ClC=1C(=NC=2CN(CCC2C1)C(=O)OC(C)(C)C)OCC1=C(C=C(C=C1)Cl)F tert-butyl 3-chloro-2-((4-chloro-2-fluorobenzyl)oxy)-5,8-dihydro-1,7-naphthyridine-7(6H)-carboxylate